dioctadecylmethylammonium tetrakis(4-(trifluoromethyl)phenyl)borate FC(C1=CC=C(C=C1)[B-](C1=CC=C(C=C1)C(F)(F)F)(C1=CC=C(C=C1)C(F)(F)F)C1=CC=C(C=C1)C(F)(F)F)(F)F.C(CCCCCCCCCCCCCCCCC)[NH+](C)CCCCCCCCCCCCCCCCCC